3-(Prop-2-yn-1-yl)azetidine-1-carboxylic acid tert-butyl ester C(C)(C)(C)OC(=O)N1CC(C1)CC#C